COC([C@@H](NC(\C=C\C=1C(=NN(C1)C1=CC(=CC=C1)Cl)C1=CC=C(C=C1)O)=O)CC1=CNC2=CC=CC=C12)=O (E)-(3-(1-(3-chlorophenyl)-3-(4-hydroxyphenyl)-1H-pyrazol-4-yl)acryloyl)-L-tryptophan methyl ester